COC1=C(CN(S(=O)(=O)C2=C(C=C(C=C2F)N2C[C@]([C@H](CC2)O)(CCC2=CC(=CC=C2)C(F)(F)F)N(C)C)F)C2=NC=NC=C2)C=CC(=C1)OC N-(2,4-dimethoxybenzyl)-4-((3S,4S)-3-(dimethylamino)-4-hydroxy-3-(3-(trifluoromethyl)phenethyl)-piperidin-1-yl)-2,6-difluoro-N-(pyrimidin-4-yl)benzenesulfonamide